C(CCC)N1C(NC2=CC=CC=C2C1)=S 3-butyl-3,4-dihydroquinazolin-2(1H)-thione